OCC1(CCC1)NC=1C2=C(N=C(N1)N1CC(C1)(C1=CC=C(C=C1)OC)OC)CC[S@]2=O |r| (R/S)-4-((1-(hydroxymethyl)cyclobutyl)amino)-2-(3-methoxy-3-(4-methoxyphenyl)azetidin-1-yl)-6,7-dihydrothieno[3,2-d]pyrimidine 5-oxide